O=C1C=CC(=CN1)C(=O)NC=1C=NC=C(C1)NC1=NC=C(C=C1)C1=CC=C(C=C1)N1C(CCC1)=O 6-oxo-N-(5-((5-(4-(2-oxopyrrolidin-1-yl)phenyl)pyridin-2-yl)amino)pyridin-3-yl)-1,6-dihydropyridine-3-carboxamide